C(C)(C)(C)OC(=O)N1[C@H](CC(C1)(O)C=1C(=NC=CC1)Br)C (2S)-4-(2-bromopyridin-3-yl)-4-hydroxy-2-methylpyrrolidine-1-carboxylic acid tert-butyl ester